(8-amino-2-(2-fluoro-6-(1-methyl-1H-pyrazol-4-yl)benzyl)-[1,2,4]triazolo[1,5-a]pyrazin-6-yl)-2-fluorobenzonitrile NC=1C=2N(C=C(N1)C=1C(=C(C#N)C=CC1)F)N=C(N2)CC2=C(C=CC=C2C=2C=NN(C2)C)F